NC1=COCC2=C1OC2 6-amino-1,4-benzodioxetine